2,2'-bis(diphenylphosphanyl)-1,1'-binaphthalene C1(=CC=CC=C1)P(C1=C(C2=CC=CC=C2C=C1)C1=C(C=CC2=CC=CC=C12)P(C1=CC=CC=C1)C1=CC=CC=C1)C1=CC=CC=C1